5-methylcyclohexanol CC1CCCC(C1)O